N1C(C(=CC2=CC=CC=C12)C(=O)O)=O quinolonecarboxylic acid